C(C1=CC=CC=C1)O[C@](C(F)(F)F)(CC=C)C1=NN=C(O1)C1=NC(=C(C=C1NC(OCCCC)=O)C(F)(F)F)NC(C)(CCC=C)C Butyl (R)-(2-(5-(2-(benzyloxy)-1,1,1-trifluoropent-4-en-2-yl)-1,3,4-oxadiazol-2-yl)-6-((2-methylhex-5-en-2-yl)amino)-5-(trifluoromethyl)pyridin-3-yl)carbamate